N1=C(C=CC=C1)C=1N2C(SC1)=NC(=C2)C(=O)N 3-(pyridin-2-yl)imidazo[2,1-b]thiazole-6-carboxamide